1-(tert-butoxycarbonyl)pyrrolidin-2-ylboronic acid C(C)(C)(C)OC(=O)N1C(CCC1)B(O)O